6-chlorobenzofuran-3(2H)-one ClC1=CC2=C(C(CO2)=O)C=C1